CC1CCNCC1 4-methylazacyclohexane